FC12CC(C1)(C2)NC(=O)NCC2=CC(=CC=C2)OC(F)(F)F 1-(3-fluoro-1-bicyclo[1.1.1]pentanyl)-3-[[3-(trifluoromethoxy)phenyl]methyl]urea